C1(CCCC1)N(C(C1=C(C=CC=C1)F)=O)CCCCCCC(=O)OCC Ethyl 7-(N-cyclopentylfluorobenzamido)heptanoate